FC=1C=C(C2=CN(N=C2C1N1CC(NS1(=O)=O)=O)CC1=CC=C(C=C1)OC)C=C 5-(6-fluoro-2-(4-methoxybenzyl)-4-vinyl-2H-indazol-7-yl)-1,2,5-thiadiazolidin-3-one 1,1-dioxide